Benzyl (2R)-3-[4-(4,4-difluoropiperidin-1-yl)phenyl]-2-hydroxypropanoate FC1(CCN(CC1)C1=CC=C(C=C1)C[C@H](C(=O)OCC1=CC=CC=C1)O)F